2-chloro-4-((4-(1-isopropyl-4-(trifluoromethyl)-1H-imidazol-2-yl)benzyl)amino)pyrimidine-5-carboxylic acid ClC1=NC=C(C(=N1)NCC1=CC=C(C=C1)C=1N(C=C(N1)C(F)(F)F)C(C)C)C(=O)O